2-[(2E)-2-(aminomethyl)-3-fluoroprop-2-en-1-yl]-4-(2-{5-[4-(methylsulfonyl)phenyl]thiophen-2-yl}ethyl)-2,4-dihydro-3H-1,2,4-triazol-3-one NC/C(/CN1N=CN(C1=O)CCC=1SC(=CC1)C1=CC=C(C=C1)S(=O)(=O)C)=C\F